3-((3-Exo)-3-((6-methyl-3-((5-methyl-1H-pyrazol-3-yl)amino)-5-carbonyl-5,6-dihydro-2,6-naphthyridin-1-yl)amino)-8-azabicyclo[3.2.1]oct-8-yl)propionitrile CN1C(C=2C=C(N=C(C2C=C1)NC1CC2CCC(C1)N2CCC#N)NC2=NNC(=C2)C)=C=O